CS(=O)(=O)NC(=O)C1=CSC=2C1=NC=CC2 N-(methylsulfonyl)thieno[3,2-b]pyridin-3-carboxamide